CN1N=CC(=C1)C(CN)C1=CSC=C1 2-(1-methylpyrazol-4-yl)-2-(3-thienyl)ethanamine